1,2-bis(trimethoxy)silylethane CO[Si](CC[Si](OC)(OC)OC)(OC)OC